6-chloro-5-(3-fluoro-2-pyridinyl)-7-iodo-1,3-dihydro-1,4-benzodiazepine ClC1=C(C=CC2=C1C(=NCCN2)C2=NC=CC=C2F)I